4-(3-(2,4-Difluoro-3-hydroxy-5-(trifluoromethyl)phenyl)-1-methyl-1H-pyrazolo[4,3-c]pyridin-6-yl)-1-methylpiperazin-2-one FC1=C(C=C(C(=C1O)F)C(F)(F)F)C1=NN(C2=C1C=NC(=C2)N2CC(N(CC2)C)=O)C